FC(C=1C=C(C=C(C1)C(F)(F)F)C(C(=O)N(C)C=1C(=CC(=[N+](C1)[O-])N1CCN(CC1)C)C1=C(C=CC=C1)C)(C)C)(F)F 5-(2-(3,5-bis(trifluoromethyl)phenyl)-N,2-dimethylpropanamido)-2-(4-methylpiperazin-1-yl)-4-(o-tolyl)pyridine 1-oxide